(R)-3-methyl-4-(6-methyl-2-(1-methyl-1H-pyrazol-5-yl)-8-(1H-pyrazol-5-yl)imidazo[1,5-a]pyrimidin-4-yl)morpholine C[C@H]1N(CCOC1)C1=CC(=NC=2N1C(=NC2C2=CC=NN2)C)C2=CC=NN2C